N-((3R,4S)-4-((8-((cyclopentylmethyl)amino)-6-(2,6-dichloro-3,5-dimethoxyphenyl)pyrido[3,4-d]pyrimidin-2-yl)amino)tetrahydrofuran-3-yl)acrylamide C1(CCCC1)CNC1=NC(=CC2=C1N=C(N=C2)N[C@H]2[C@H](COC2)NC(C=C)=O)C2=C(C(=CC(=C2Cl)OC)OC)Cl